FC(C(=O)[O-])(F)F.C(#N)C1=CC=[NH+]C=C1 4-cyanopyridinium trifluoroacetate